FC1(CN(CC1)CC1=C(C=CC=C1)C1=CC=C(S1)C(C)NC1=NC(=NC2=CC(=C(C=C12)OC)OC)C)F N-[1-(5-{2-[(3,3-difluoropyrrolidin-1-yl)methyl]phenyl}thiophen-2-yl)ethyl]-6,7-dimethoxy-2-methylquinazolin-4-amine